2-(2-Cyclopropyl-8-methyl-5-oxo-pyrido[2,3-d]pyridazin-6-yl)-N-pyrimidin-2-yl-acetamide C1(CC1)C=1C=CC2=C(C(=NN(C2=O)CC(=O)NC2=NC=CC=N2)C)N1